4-Bromo-7-chloro-2-iodo-1H-pyrrolo[2,3-c]pyridine BrC1=C2C(=C(N=C1)Cl)NC(=C2)I